4-bromo-3-fluoro-1-{[2-(trimethylsilyl)ethoxy]methyl}pyrrole-2-carboxylic acid BrC=1C(=C(N(C1)COCC[Si](C)(C)C)C(=O)O)F